(2-hydroxy-3-methoxybenzylidene)-4-(1,2,2-triphenylvinyl)benzoyl-hydrazine OC1=C(C=NNC(C2=CC=C(C=C2)C(=C(C2=CC=CC=C2)C2=CC=CC=C2)C2=CC=CC=C2)=O)C=CC=C1OC